2-(8-((2S,5R)-2,5-diethyl-4-(1-(4-fluorobenzo[d]thiazol-5-yl)ethyl)piperazin-1-yl)-5-methyl-6-oxo-5,6-dihydroimidazo[1,2-b]pyridazin-2-yl)acetonitrile C(C)[C@@H]1N(C[C@H](N(C1)C(C)C=1C=CC2=C(N=CS2)C1F)CC)C=1C=2N(N(C(C1)=O)C)C=C(N2)CC#N